The molecule is the formate ester of geraniol. It has a role as an alarm pheromone and a plant metabolite. It derives from a geraniol. CC(=CCC/C(=C/COC=O)/C)C